tert-butyl (S)-3-((5-(N,N-dimethylsulfamoyl)-4,5,6,7-tetrahydrothiazolo[5,4-c]pyridin-2-yl)carbamoyl)pyrrolidine-1-carboxylate CN(S(=O)(=O)N1CC2=C(CC1)N=C(S2)NC(=O)[C@@H]2CN(CC2)C(=O)OC(C)(C)C)C